methyl 3-(9-((4-(aminomethyl)-2,6-dimethylphenyl)carbamoyl)-4,5-dihydrobenzo[b]thieno[2,3-d]oxepin-8-yl)-6-((1-methylcycloheptyl)carbamoyl)picolinate NCC1=CC(=C(C(=C1)C)NC(=O)C1=CC2=C(OCCC3=C2SC=C3)C=C1C=1C(=NC(=CC1)C(NC1(CCCCCC1)C)=O)C(=O)OC)C